C(C)(C)(C)N1[C@H](CN(CC1)C=1C2=C(N=C(N1)SC)OC(CC2)C2=C1C=NNC1=CC(=C2Cl)C)CC#N tert-butyl-(2S)-4-(7-(5-chloro-6-methyl-1H-indazol-4-yl)-2-(methylthio)-6,7-dihydro-5H-pyrano[2,3-d]pyrimidin-4-yl)-2-(cyanomethyl)piperazine